3-(4-(4-methoxyphenoxy)phenyl)-1-methylquinoxalin-2(1H)-one COC1=CC=C(OC2=CC=C(C=C2)C=2C(N(C3=CC=CC=C3N2)C)=O)C=C1